diphenyl (2-fluorophenyl)phosphonate FC1=C(C=CC=C1)P(OC1=CC=CC=C1)(OC1=CC=CC=C1)=O